4-(3,5-dimethylisoxazol-4-yl)-N-isobutyl-2-nitroaniline CC1=NOC(=C1C1=CC(=C(NCC(C)C)C=C1)[N+](=O)[O-])C